Cl.CN[C@@H](CCOC)C(=O)OCC1=CC(=NC(=C1)Cl)Cl (2,6-dichloropyridin-4-yl)methyl N,O-dimethyl-L-homoserinate hydrochloride